ClC1=C(NC2=CC=CC(=C12)C1=CC=C(C=C1)C(NCC1=CC(=CC=C1)C(F)(F)F)=O)C(=O)NC 3-chloro-N-methyl-4-(4-((3-(trifluoromethyl)benzyl)carbamoyl)phenyl)-1H-indole-2-carboxamide